C1(CCCC1)OCCC=O 3-(cyclopentyloxy)propanal